FC1=C(C=CC=C1)C1=C(C(=CN1S(=O)(=O)C=1C=NC(=CC1)OC)C(=O)[O-])OC 5-(2-fluorophenyl)-4-methoxy-1-((6-methoxypyridin-3-yl) sulfonyl)-1H-pyrrole-3-carboxylate